2-[(2E)-2-(aminomethyl)-3-fluoroprop-2-en-1-yl]-7-[4-(5-cyclopropyl-1,2,4-oxadiazol-3-yl)phenyl][1,2,4]triazolo[4,3-a]pyridin-3(2H)-one hydrochloride Cl.NC/C(/CN1N=C2N(C=CC(=C2)C2=CC=C(C=C2)C2=NOC(=N2)C2CC2)C1=O)=C\F